(±)-cis-N-(8-amino-6-chloro-2,7-naphthyridin-3-yl)-2-methyl-cyclopropanecarboxamide NC=1N=C(C=C2C=C(N=CC12)NC(=O)[C@H]1[C@H](C1)C)Cl |r|